6-fluoro-7-[3-(1H-imidazol-2-yl)azetidin-1-yl]-4-oxo-1-(1,2,4-thiadiazol-5-yl)-1,4-dihydro-1,8-naphthyridine-3-carboxylic acid FC=1C=C2C(C(=CN(C2=NC1N1CC(C1)C=1NC=CN1)C1=NC=NS1)C(=O)O)=O